N-Benzyl-2-(benzylamino)acetamide C(C1=CC=CC=C1)NC(CNCC1=CC=CC=C1)=O